COC1=CC(=CC2=C1OC(CO2)C=2C=NC(=CC2)OC)CN2C=NC=1C2=NC=C(C1)N1CCOCC1 4-(3-((8-methoxy-2-(6-methoxypyridin-3-yl)-2,3-dihydrobenzo[b][1,4]dioxin-6-yl)methyl)-3H-imidazo[4,5-b]pyridin-6-yl)morpholine